C[Si]1(O[Si](O[Si](O[Si](O1)(C)C=C)(C)C=C)(C)C=C)C=C 1,3,5,7-tetramethyl-1,3,5,7-Tetravinylcyclotetrasiloxane